C(CCCCCCCCCCCCCCCCC)OCC(OC(CCCCCCCCCCCCCCCCC)=O)COP(=O)(O)OC[C@H](N)C(=O)O 1-octadecyl-2-octadecanoyl-glycero-3-phosphoserine